Cl.C1NCC2C1CCC2 octahydrocyclopenta[c]pyrrole monohydrochloride